C(C1=CC=CC=C1)N1[C@@H](C(NC2(CC2)C1=O)=O)CC (6R)-7-benzyl-6-ethyl-4,7-diazaspiro[2.5]octane-5,8-dione